The molecule is a thujene that has a bicyclo[3.1.0]hex-2-ene skeleton which is substituted at positions 1 and 4 by isopropyl and methyl groups, respectively. It has a role as a plant metabolite. It is a thujene and a polycyclic olefin. CC1C=CC2(C1C2)C(C)C